C(\C=C\CCCCCCCCCC)=O trans-2-tridecenal